FC1(CCC(CC1)[C@@H](C(=O)NC=1C(=NN(C1)C(COC)C=1N(N=NC1)CC(F)(F)F)F)NC(=O)C=1N(N=CC1)C(C)C)F N-[(1S)-1-(4,4-difluorocyclohexyl)-2-[[3-fluoro-1-[2-methoxy-1-[3-(2,2,2-trifluoroethyl)triazol-4-yl]ethyl]pyrazol-4-yl]amino]-2-oxo-ethyl]-2-isopropyl-pyrazole-3-carboxamide